C(CC)C=1C=C(C=CC1O)C(C)(CC(C)C)C1=CC(=C(C=C1)O)CCC 2,2-bis(3-propyl-4-hydroxyphenyl)-4-methylpentane